Tert-butyl 1-ethyl-3-oxo-2,8-diazaspiro[4.5]decane-8-carboxylate C(C)C1NC(CC12CCN(CC2)C(=O)OC(C)(C)C)=O